5-chloro-N-(3,5-difluoro-4-{5-fluoro-2-[(2-methoxyethyl)amino]quinazolin-6-yl}pyridin-2-yl)-2-methoxypyridine-3-sulfonamide ClC=1C=C(C(=NC1)OC)S(=O)(=O)NC1=NC=C(C(=C1F)C=1C(=C2C=NC(=NC2=CC1)NCCOC)F)F